N'-(2-chloro-4-(3-fluoro-5-methylbenzyl)-5-methylphenyl)-N-ethyl-N-methylformimidamide ClC1=C(C=C(C(=C1)CC1=CC(=CC(=C1)C)F)C)N=CN(C)CC